2,2-dimethyl-3-[[6-methyl-4-[2-(1H-pyrrolo[2,3-b]pyridin-6-ylamino)pyrazolo[1,5-a]pyridin-5-yl]-3-pyridyl]oxy]propanenitrile CC(C#N)(COC=1C=NC(=CC1C1=CC=2N(C=C1)N=C(C2)NC2=CC=C1C(=N2)NC=C1)C)C